5-(8-(7-Acetyl-3-ethyl-5,6,7,8-tetrahydroimidazo[1,5-a]pyrazin-1-yl)isoquinolin-3-yl)-N-(2-((2-(2,6-dioxopiperidin-3-yl)-1,3-dioxoisoindolin-5-yl)amino)ethyl)picolinamide C(C)(=O)N1CC=2N(CC1)C(=NC2C=2C=CC=C1C=C(N=CC21)C=2C=CC(=NC2)C(=O)NCCNC=2C=C1C(N(C(C1=CC2)=O)C2C(NC(CC2)=O)=O)=O)CC